ClC=1C=C(CNC[C@H](CN2C[C@H]3CCCC[C@H]3CC2)O)C=CC1 (3S,4aS,8aS)-2-[(R)-3-(3-chlorobenzyl-amino)-2-hydroxypropyl]decahydroisoquinoline